ClC1=C(CN2CCCCC2)C(=CC=C1)Cl 1-(2,6-dichlorobenzyl)piperidin